FC1([C@@H](C1)S(=O)(=O)C=1N=C2N(N1)CCC2)F 2-[(1R)-2,2-difluorocyclopropyl]sulfonyl-6,7-dihydro-5H-pyrrolo[1,2-b][1,2,4]triazole